5-(4-(((2s,6r)-6-cyclopropyl-6-methyl-1,4-dioxan-2-yl)methoxy)phenyl)-2-oxo-6-(trifluoromethyl)-1,2-dihydropyridine-3-carboxamide C1(CC1)[C@@]1(COC[C@H](O1)COC1=CC=C(C=C1)C=1C=C(C(NC1C(F)(F)F)=O)C(=O)N)C